(E)-N-(2-(2-(trifluoromethyl)-1H-indol-1-yl)ethyl)-3-(3,4,5-trimethoxyphenyl)acrylamide FC(C=1N(C2=CC=CC=C2C1)CCNC(\C=C\C1=CC(=C(C(=C1)OC)OC)OC)=O)(F)F